CC(C(=O)O)SC(=S)OCC methyl-2-((ethoxythiocarbonyl)thio)acetic acid